C(CCCCCCCCCCCCCCC)(=O)[O-].C(CCCCCCCCCCCCCCC)(=O)O.[Na+] sodium palmitate (hexadecanoate)